(4-isopropoxy-2-methylpyridin-3-yl)methanol C(C)(C)OC1=C(C(=NC=C1)C)CO